O1CC(C1)N1C2CNC(C1)C2 5-(oxetan-3-yl)-2,5-diazabicyclo[2.2.1]Heptane